5-nitrobenzoat [N+](=O)([O-])C=1C=CC=C(C(=O)[O-])C1